2,3,4,5-tetrafluorobromobenzyl bromide FC1=C(C(Br)Br)C=C(C(=C1F)F)F